6-fluoro-N-(4-chloro-1-methyl-3-(trifluoromethyl)-1H-pyrazol-5-yl)nicotinamide 1-[4-(trifluoromethyl)phenyl]ethyl-methanesulfonate FC(C1=CC=C(C=C1)C(C)CS(=O)(=O)O)(F)F.FC1=NC=C(C(=O)NC2=C(C(=NN2C)C(F)(F)F)Cl)C=C1